2-((3,5-difluoro-2-methylphenyl)-amino)-5-(trifluoromethyl)benzoic acid FC=1C(=C(C=C(C1)F)NC1=C(C(=O)O)C=C(C=C1)C(F)(F)F)C